NC1=NC(=NC=C1C(=O)OC)Cl methyl 4-amino-2-chloropyrimidine-5-carboxylate